ClC=1C=C(C=CC1F)NC(=O)C=1C=2CC[C@@H](C2C(=CC1)F)NS(NC(C)C)(=O)=O (S)-N-(3-chloro-4-fluorophenyl)-7-fluoro-1-((N-isopropylsulfamoyl)amino)-2,3-dihydro-1H-indene-4-carboxamide